(2-chloro-3-(1,4-benzodioxan-6-yl)anilino)-5-formylbenzisoxazole ClC1=C(NC2=NOC3=C2C=C(C=C3)C=O)C=CC=C1C1=CC3=C(OCCO3)C=C1